C(C)(C)(C)OC(=O)N1CCC(CC1)N1C(NC2=C1C=CC=C2N)=O 4-(4-amino-2-oxo-2,3-dihydro-1H-1,3-benzodiazol-1-yl)piperidine-1-carboxylic acid tert-butyl ester